O[C@@H]1CN(C[C@H]1O)CCNC(OC(C)(C)C)=O tert-butyl N-{2-[(3R,4R)-3,4-dihydroxypyrrolidin-1-yl]ethyl}carbamate